methyl (R)-5-((S)-4-benzyl-2-oxooxazolidin-3-yl)-4-methyl-5-oxopentanoate C(C1=CC=CC=C1)[C@@H]1N(C(OC1)=O)C([C@@H](CCC(=O)OC)C)=O